1-(3-cyano-2-(2-oxa-6-azaspiro[3.3]heptan-6-yl)quinolin-5-yl)-3-cyclopropyl-N-methyl-5,6-dihydroimidazo[1,5-a]pyrazine-7(8H)-carboxamide C(#N)C=1C(=NC2=CC=CC(=C2C1)C=1N=C(N2C1CN(CC2)C(=O)NC)C2CC2)N2CC1(COC1)C2